NC=1N=NC(=CC1N1C[C@@H]2COC[C@H](C1)N2C=2C=C(OC1CCN(CC1)C(=O)Cl)C=CC2)C2=C(C=CC=C2)O 4-[3-[(1S,5R)-7-[3-amino-6-(2-hydroxyphenyl)pyridazin-4-yl]-3-oxa-7,9-diazabicyclo[3.3.1]nonan-9-yl]phenoxy]piperidine-1-carbonylchloride